ON1C(C=C(C=C1C1CCCCC1)C)=O 1-Hydroxy-4-methyl-6-cyclohexyl-2-pyridinone